FC(=C(C=C)F)F 1,1,2-trifluoro-1,3-butadiene